2-(hydroxymethyl)-1-{2-[4-(2-{[2-nitro-4-(1,3-oxazol-2-yl)phenyl]amino}ethyl)phenyl]ethyl}piperidine-3,4,5-triol OCC1N(CC(C(C1O)O)O)CCC1=CC=C(C=C1)CCNC1=C(C=C(C=C1)C=1OC=CN1)[N+](=O)[O-]